sodium tertbutanolate C(C)(C)(C)[O-].[Na+]